FC=1C=C2N=C(C(=NC2=CC1F)C1=CC=CC=C1)C1=CC=CC=C1 6,7-difluoro-2,3-diphenyl-quinoxaline